3-methyl-4-[[(3r,4r)-1-(4-chloro-2,6-difluorophenyl)-3,4-dihydroxypiperidin-4-yl]methoxy]-1H-benzimidazol-2-one CN1C(NC2=C1C(=CC=C2)OC[C@]2([C@@H](CN(CC2)C2=C(C=C(C=C2F)Cl)F)O)O)=O